C(C(C([C@@H]([C@H](CC(C(=O)[O-])C(C)O)C(C(=O)[O-])C(C)O)C(C(=O)[O-])C(C)O)C(C(=O)[O-])C(C)O)C(C(=O)[O-])C(C)O)[C@@H](C(=O)[O-])[C@@H](C)O (2R,3R,4R,5S)-hexane-1,2,3,4,5,6-hexa-yl-hexa(3-hydroxybutyrate)